C(C1=CC=C(NCC=2OC=CC2)C=C1)C1=CC=C(NCC=2OC=CC2)C=C1 4,4'-methylenebis(N-(furan-2-ylmethyl)aniline)